BrC1=NC(=C(C=2N=C(N=C(C21)O)SC)F)Cl bromo-7-chloro-8-fluoro-2-(methylthio)pyrido[4,3-d]pyrimidin-4-ol